(1R,6R)-2',6'-dihydroxy-4'-pentyl-6-(prop-1-en-2-yl)-1,4,5,6-tetrahydro-[1,1'-biphenyl]-3-carboxylic acid OC1=C(C(=CC(=C1)CCCCC)O)[C@@H]1C=C(CC[C@H]1C(=C)C)C(=O)O